1-(4-(benzylamino)-8-methoxy-5,6,7,8-tetrahydroquinazolin-2-yl)-2-methyl-indole-4-carbonitrile C(C1=CC=CC=C1)NC1=NC(=NC=2C(CCCC12)OC)N1C(=CC=2C(=CC=CC12)C#N)C